methyl-4-phenyl-1,2,3,6-tetrahydropyridine CN1CCC(=CC1)C1=CC=CC=C1